1-(1-fluorocyclopropanecarbonyl)-N,N-bis[(4-methoxyphenyl)methyl]azetidin-3-amine FC1(CC1)C(=O)N1CC(C1)N(CC1=CC=C(C=C1)OC)CC1=CC=C(C=C1)OC